CP(=O)(I)I methylphosphonic acid iodide